5-(4-Ethylphenyl)-N-(4-(2-(methylcarbamoyl)pyridin-4-yloxy)phenyl)picolinamide C(C)C1=CC=C(C=C1)C=1C=CC(=NC1)C(=O)NC1=CC=C(C=C1)OC1=CC(=NC=C1)C(NC)=O